C1(=CC=C(C=C1)C(NC(C1=CC=CC=C1)=O)C1=CC=C(C=C1)F)C N-((p-tolyl)(p-fluorophenyl)methyl)benzamide